COCOC1C(C2=CC=CC=C2CC1)=O (methoxymethoxy)tetralin-1-one